(S)-6-amino-5-(3-hydroxy-2,6-dimethylphenyl)-2-isopropyl-4-oxo-4,5-dihydrothiazolo[5,4-c]pyridine-7-carboxamide NC1=C(C2=C(C(N1C1=C(C(=CC=C1C)O)C)=O)SC(=N2)C(C)C)C(=O)N